N-[2-chloro-4-(trifluoromethyl)phenyl]-2-[5-ethyl-2-(4-methoxycyclohex-1-enyl)-6-[(3R)-3-methylpiperazin-1-yl]-7-oxo[1,2,4]triazolo[1,5-a]pyrimidin-4-yl]acetamide ClC1=C(C=CC(=C1)C(F)(F)F)NC(CN1C=2N(C(C(=C1CC)N1C[C@H](NCC1)C)=O)N=C(N2)C2=CCC(CC2)OC)=O